1-(2-(benzo[d][1,3]dioxol-5-ylamino)-5-methyl-pyrimidin-4-yl)-N-(2-hydroxy-1-(pyridin-3-yl)ethyl)-1H-pyrrole-3-carboxamide O1COC2=C1C=CC(=C2)NC2=NC=C(C(=N2)N2C=C(C=C2)C(=O)NC(CO)C=2C=NC=CC2)C